2,5-dimethylfuran-3-sulfonyl chloride CC=1OC(=CC1S(=O)(=O)Cl)C